(S)-2-hydroxy-6-((1-(2-(2-methoxyethyl)nicotinoyl)piperidin-2-yl)methoxy)benzaldehyde OC1=C(C=O)C(=CC=C1)OC[C@H]1N(CCCC1)C(C1=C(N=CC=C1)CCOC)=O